N2-(5-chloro-1H-indol-3-yl)-N1-isopropyl-5-(trifluoromethyl)-1H-benzo[d]imidazole-1,2-diamine ClC=1C=C2C(=CNC2=CC1)NC1=NC2=C(N1NC(C)C)C=CC(=C2)C(F)(F)F